ClC=1C=CC(=C(C1)C1=CC(=C(N=N1)OC)NCC1=C(C=C(C=C1)OC)OC)F 6-(5-chloro-2-fluorophenyl)-N-[(2,4-dimethoxyphenyl)methyl]-3-methoxypyridazin-4-amine